ClC=1C=CC(=C(C1)C1=CC(=C(N1C)C)C(=O)N(CC1=C(C(=CC=C1)OC)C)C1=CC=C(C=C1)O)C(=O)N1CC2=CC=CC=C2C[C@H]1CN1CCOCC1 5-(5-Chloro-2-{[(3S)-3-(morpholin-4-ylmethyl)-3,4-dihydroisoquinolin-2(1H)-yl]carbonyl}phenyl)-N-(4-hydroxyphenyl)-N-(3-methoxy-2-methylbenzyl)-1,2-dimethyl-1H-pyrrole-3-carboxamide